C(CCCCCCC\C=C/C\C=C/CCCCC)(=O)OCC(COC(\C=C(/CCCCCC)\CCCC)=O)COC(=O)OCCCN1CCN(CC1)C 3-(((Z)-3-butylnon-2-enoyl)oxy)-2-((((3-(4-methylpiperazin-1-yl)propoxy)carbonyl)oxy)methyl)propyl (9Z,12Z)-octadeca-9,12-dienoate